tert-Butyl N-[(2S)-1-(2,2-dimethyl-4,6-dioxo-1,3-dioxan-5-yl)-3-(4-fluorophenyl)-1-oxopropan-2-yl]carbamate CC1(OC(C(C(O1)=O)C([C@H](CC1=CC=C(C=C1)F)NC(OC(C)(C)C)=O)=O)=O)C